10(S),17(S)-dihydroxy-4Z,7Z,11E,13Z,15E,19Z-docosahexaenoic acid CC/C=C\CC(/C=C/C=C/C=C\[C@H](C/C=C\C/C=C\CCC(=O)O)O)O